C(C1=C(C(=CC2=CC=CC=C12)F)O)C1=C(C(=CC2=CC=CC=C12)F)O 1,1'-methylenebis(3-fluoronaphthalen-2-ol)